COC1CN(C1)C1=CC=2N(C(=C1)C1=CC=C(C#N)C=C1)N=CN2 4-[7-(3-methoxyazetidin-1-yl)-[1,2,4]triazolo[1,5-a]pyridin-5-yl]benzonitrile